4,4'-methylenebis(aminocyclohexane) C1CC(CCC1CC2CCC(CC2)N)N